C1CC(CC1)[C@@H](CC#N)N1N=CC(=C1)C=1C2=C(N=CN1)NC=C2 |r| racemic-3-(RS)-3-cyclopentyl-3-[4-(7H-pyrrolo[2,3-d]pyrimidin-4-yl)-1H-pyrazol-1-yl]propanenitrile